C1(=CC=CC=C1)C1=CC=C(O1)C(C)=O 1-(5-phenylfuran-2-yl)ethan-1-one